N[C@@H](COCC=1C=CC(=C(N)C1)F)C 5-[[(2R)-2-aminopropoxy]methyl]-2-fluoro-aniline